N-(oxetan-3-yl)pyridin-2-amine O1CC(C1)NC1=NC=CC=C1